2-(1-(1-(cis-4-isopropylcyclohexyl) piperidin-4-yl)-1H-indol-2-yl)ethyl acetate C(C)(=O)OCCC=1N(C2=CC=CC=C2C1)C1CCN(CC1)[C@@H]1CC[C@@H](CC1)C(C)C